n-Hexanol CCCCCCO